6-(1-piperidinyl)hexanoic acid N1(CCCCC1)CCCCCC(=O)O